O=C1NC(CCC1N1C(C2=CC=CC(=C2C1=O)NCC1=CC=C(CN2[C@@H](CN(CC2)C2=NC=C(C#N)C=C2)C)C=C1)=O)=O 6-((3R)-4-(4-((2-(2,6-dioxopiperidin-3-yl)-1,3-dioxoisoindolin-4-ylamino)methyl)benzyl)-3-methylpiperazin-1-yl)nicotinonitrile